(6S,8S)-N-((1H-pyrrolo[3,2-c]pyridin-2-yl)methyl)-3-(benzylamino)-8-ethyl-4-oxo-4,6,7,8-tetrahydropyrrolo[1,2-a]pyrazine-6-carboxamide N1C(=CC=2C=NC=CC21)CNC(=O)[C@@H]2C[C@@H](C=1N2C(C(=NC1)NCC1=CC=CC=C1)=O)CC